pyrophosphoric acid-tripentylamine salt C(CCCC)N(CCCCC)CCCCC.P(=O)(O)(O)OP(=O)(O)O